COC(=O)C=1C(=NC2=CC(=CC=C2C1)Br)OC 7-bromo-2-methoxyquinoline-3-carboxylic acid methyl ester